N1C[C@@H](CC1)NCCC(=O)O (R)-3-(pyrrolidin-3-ylamino)propanoic acid